C1(CCC1)[C@H](C)NCC=1C=C(C=2N(C1)C(=CN2)C)C(=O)NC=2C=NC=C(C2)C2(CC(C2)C)C2=NN=CN2C 6-({[(1S)-1-cyclobutylethyl]amino}methyl)-3-methyl-N-{5-[(1r,3s)-3-methyl-1-(4-methyl-1,2,4-triazol-3-yl)cyclobutyl]pyridin-3-yl}imidazo[1,2-a]pyridine-8-carboxamide